2-((1R,5S,6S)-6-(3-(tert-butyl)phenyl)-3-azabicyclo[3.1.0]hexane-3-carbonyl)-7-oxa-5-azaspiro[3.4]octan-6-one C(C)(C)(C)C=1C=C(C=CC1)C1[C@@H]2CN(C[C@H]12)C(=O)C1CC2(C1)NC(OC2)=O